2,6-bis((E)-2-bromo-4,5-dihydroxybenzylidene)cyclohexane-1-one BrC1=C(\C=C/2\C(/C(/CCC2)=C/C2=C(C=C(C(=C2)O)O)Br)=O)C=C(C(=C1)O)O